(R)-8-(3-(isopropoxymethyl)-4-methylpiperazin-1-yl)-7-methyl-1,2,3,4-tetrahydro-5H-chromeno[3,4-c]pyridin-5-one C(C)(C)OC[C@H]1CN(CCN1C)C=1C=CC2=C(C1C)OC(C=1CNCCC12)=O